8-methyl-4-[8-[4-(4-methylpiperazin-1-yl)phenyl]-2-methylsulfanyl-7-oxo-pyrido[2,3-d]pyrimidin-6-yl]-2,3-dihydroquinoxaline-1-carboxylic acid benzyl ester C(C1=CC=CC=C1)OC(=O)N1CCN(C2=CC=CC(=C12)C)C1=CC2=C(N=C(N=C2)SC)N(C1=O)C1=CC=C(C=C1)N1CCN(CC1)C